2-aminobenzenepropanal NC1=C(C=CC=C1)CCC=O